6-(1-ethoxyvinyl)-4-methoxynicotinonitrile C(C)OC(=C)C1=NC=C(C#N)C(=C1)OC